OC=1C=CC=C2NC=C(CCN(C)C)C12 4-hydroxy-N,N-dimethyltryptamine